N-((2,5-difluorophenyl)sulfonyl)-5,5-diphenyl-4,5-dihydro-isoxazole-3-carboxamide FC1=C(C=C(C=C1)F)S(=O)(=O)NC(=O)C1=NOC(C1)(C1=CC=CC=C1)C1=CC=CC=C1